N-(3-methylbenzyl)acetamide CC=1C=C(CNC(C)=O)C=CC1